C(C)C1=C(C=CC=C1)NC1=C(C(=C(C(=C1F)F)F)F)C=NC1=C(C=CC=C1)CC (2-ethylphenyl)-2-(((2-ethylphenyl)imino)methyl)-3,4,5,6-tetrafluoroaniline